N(=[N+]=[N-])C(CCOCC1=CC=CC=C1)C (3-Azidobutoxy)methylbenzene